OCCS(=O)(=O)NC1=CC(=C(C(=O)NC2=CC(=CC=C2)[S@@](=O)(=N)C)C=C1)N1CCC2(CC2)CC1 (R)-4-((2-hydroxyethyl)sulfonamido)-N-(3-(S-methylsulfonimidoyl)phenyl)-2-(6-azaspiro[2.5]octan-6-yl)benzamide